C(C)(C)(C)C(=O)C tert-butyl-methyl ketone